5-chloro-6-(1-(oxetan-3-yl)piperidin-4-yl)-1-(1-(pyrimidin-2-yl)-1H-pyrazol-4-yl)-1H-indazole ClC=1C=C2C=NN(C2=CC1C1CCN(CC1)C1COC1)C=1C=NN(C1)C1=NC=CC=N1